manganese bis((trifluoromethyl)sulfonyl)amide FC(S(=O)(=O)[N-]S(=O)(=O)C(F)(F)F)(F)F.[Mn+2].FC(F)(F)S(=O)(=O)[N-]S(=O)(=O)C(F)(F)F